O1C(NC2=C1C=CC(=C2)NC2=NC(=NC=C2C)NC2=CC(=C(C=C2)N2CCN(CC2)C)C)=O N4-(benzoxazolin-2-on-5-yl)-N2-[3-methyl-4-(4-methylpiperazin-1-yl)phenyl]-5-methylpyrimidine-2,4-diamine